COC(C)C1=NC=CN1C 1-methoxyethyl-3-methylimidazole